NC=1C=CC(=NC1)CCC=O 5-amino-2-pyridylethylformaldehyde